ethyl-5-([1,2,4]triazolo[1,5-a]pyridin-6-yl)-1-(6-methylpyridin-2-yl)-1H-pyrazole-3-carboxylate C(C)OC(=O)C1=NN(C(=C1)C=1C=CC=2N(C1)N=CN2)C2=NC(=CC=C2)C